C(=CC1=CC=CC=C1)S(=O)(=O)[O-].[NH4+] AMMONIUM STYRENESULFONATE